C(C)C(CO)CC(CC)O 2-ethyl-1,4-hexanediol